2-diethylaminobromoethane hydrobromide salt Br.C(C)N(CCBr)CC